N-((R*)-1-(5-cyclopropyl-7-(3-methyl-2,4-dioxoimidazolidin-1-yl)pyrazolo[1,5-a]pyridin-2-yl)ethyl)-2-methylpropane-2-sulfinamide C1(CC1)C1=CC=2N(C(=C1)N1C(N(C(C1)=O)C)=O)N=C(C2)[C@@H](C)NS(=O)C(C)(C)C |o1:20|